NC=1C=2N(C=C(N1)C(F)(F)F)C(=CN2)C=2C=C(C=CC2F)C(C)=O 1-(3-(8-amino-6-(trifluoromethyl)imidazo[1,2-a]pyrazin-3-yl)-4-fluorophenyl)ethan-1-one